2,3-dimethyl-butaneN CC(=C)C(C)C